C1(C=CC(N1C1=CC=C(C=C1)CCCC(=O)ON1C(CCC1=O)=O)=O)=O succinimidyl 4-[p-maleimidophenyl]butyrate